tert-butyl 3-[7-(2-fluoro-4-{(5R)-5-[(1H-1,2,3-triazol-1-yl) methyl]-4,5-dihydro-1,2-oxazol-3-yl} phenyl) [1,2,4]triazolo[4,3-a]pyridin-3-yl]-3-methylazetidine-1-carboxylate FC1=C(C=CC(=C1)C1=NO[C@H](C1)CN1N=NC=C1)C1=CC=2N(C=C1)C(=NN2)C2(CN(C2)C(=O)OC(C)(C)C)C